7-(3-bromophenyl)-25,31-difluoro-11,11-dimethyl-10,27-dioxa-5,6,13,14,22-pentazahexacyclo[26.3.1.113,16.02,6.018,26.019,23]-tritriaconta-1(32),2,4,14,16(33),18,20,23,25,28,30-undecaene BrC=1C=C(C=CC1)C1N2N=CC=C2C=2C(=CC=C(OC3=C(C=C4NC=CC4=C3CC=3C=NN(CC(OCC1)(C)C)C3)F)C2)F